3-(acryloyloxy)propyldiethoxymethylsilane C(C=C)(=O)OCCC[SiH2]C(OCC)OCC